C(#N)C1=CC=C(O[C@@H]2CC[C@H](CC2)NC(C(CCCOC2=C(C=CC(=C2)C)C)(C)C)=O)C=C1 trans-N-(4-(4-cyanophenoxy)cyclohexyl)-5-(2,5-dimethylphenoxy)-2,2-dimethylpentanamide